ClC1=C(C(=CC=C1Cl)O)[C@H]1C[C@@H]2N(C(CN(C2)C2CN(C2)C)=O)C1 (7R,8aS)-7-(2,3-dichloro-6-hydroxyphenyl)-2-(1-methylazetidin-3-yl)-hexahydropyrrolo[1,2-a]pyrazin-4-one